BrC1=C(C(=CC=C1C)N)N 3-Bromo-4-methylbenzene-1,2-diamine